C1(=CC=CC2=CC=CC=C12)C1(CC=CC=C1)C1=CC=CC2=CC=CC=C12 4,4-dinaphthyl-benzene